C1(CC1)C1CN(CCN1)C(=O)NC=1C=NC=C(C1)NC1=NC=C(C=C1)C1=CC=C(C=C1)N1C(CCC1)=O 3-cyclopropyl-N-(5-((5-(4-(2-oxopyrrolidin-1-yl)phenyl)-pyridin-2-yl)amino)-pyridin-3-yl)piperazine-1-carboxamide